2'-hydroxy-2-methoxyl-methoxy-1,1'-binaphthyl-3-formaldehyde OC1=C(C2=CC=CC=C2C=C1)C1=C(C(=C(C2=CC=CC=C12)OC)C=O)OC